Cl.CC1C(C1C)C(=O)N 2,3-dimethylcyclopropane-1-carboxamide, hydrochloride